(S)-N-(4-(3-(diethylamino)propoxy)-3,5-dimethylphenyl)-4-(3-phenylisoxazolidin-2-yl)-7H-pyrrolo[2,3-d]pyrimidin-2-amine C(C)N(CCCOC1=C(C=C(C=C1C)NC=1N=C(C2=C(N1)NC=C2)N2OCC[C@H]2C2=CC=CC=C2)C)CC